2-hydroxyethyl(tributyl)ammonium OCC[N+](CCCC)(CCCC)CCCC